N-allyl-N-[[4-[5-(trifluoromethyl)-1,2,4-oxadiazol-3-yl]phenyl]-methyl]propanamide (S)-Methyl-2-(p-tolyloxy)propanoate COC([C@H](C)OC1=CC=C(C=C1)C)=O.C(C=C)N(C(CC)=O)CC1=CC=C(C=C1)C1=NOC(=N1)C(F)(F)F